5-((dimethylamino)methylene)-2-methyl-2-(1-methyl-1H-pyrazol-5-yl)cyclopentane-1-one CN(C)C=C1CCC(C1=O)(C1=CC=NN1C)C